C(C)OC(CNC1=NNC2=CC=CC(=C12)C1=CC=C(C=C1)C=1CCCCC1)=O (4-(2',3',4',5'-tetrahydro-[1,1'-biphenyl]-4-yl)-1H-indazol-3-yl)glycine ethyl ester